C1(CC1)C1=NNC(=C1)C(=O)OCC ethyl 3-cyclopropyl-1H-pyrazole-5-carboxylate